(2-(diethylamino)-7-isopropyl-9-fluorenyl)zirconium dichloride [Cl-].[Cl-].C(C)N(C1=CC=2C(C3=CC(=CC=C3C2C=C1)C(C)C)[Zr+2])CC